6H,7H-cyclopenta[b]pyridin-2-ylbut-2-ynamide N1=C2C(=CC=C1CC#CC(=O)N)CCC2